2H-Indeno[1,2-b:5,6-b']bisoxirene O1C=2C1=CC1=CC=3OC3CC12